ClC(=CCCl)Cl 1,1,3-trichloro-1-propene